C(=O)(O)C1=CC=C(OCCCCCCCC(=O)O)C=C1 8-(p-carboxyphenoxy)caprylic acid